6-([1,2,4]triazolo[1,5-a]pyridin-6-yl)-3-amino-N-((3-fluoropyridin-2-yl)methyl)-5-(oxazol-2-yl)pyrazine-2-carboxamide N=1C=NN2C1C=CC(=C2)C2=C(N=C(C(=N2)C(=O)NCC2=NC=CC=C2F)N)C=2OC=CN2